[Si](C)(C)(C(C)(C)C)OC[C@@H]1[C@@]2(CC[C@](CN1)(N2C(=O)OC(C)(C)C)F)F tert-butyl (1R,2R,5S)-2-(((tert-butyldimethylsilyl)oxy)methyl)-1,5-difluoro-3,8-diazabicyclo[3.2.1]octane-8-carboxylate